COC=1C=C(C=C(C1)C=1C=NNC1)NC1=CC=NC2=CC=C(C=C12)OC(F)(F)F N-(3-Methoxy-5-(1H-pyrazol-4-yl)phenyl)-6-(trifluoromethoxy)quinolin-4-amine